5-methyl-exo-tricyclo[6.2.1.02,7]undecan-4-one CC1C(CC2C3CCC(C2C1)C3)=O